3-(methylamino)propane-1,2-diol CNCC(CO)O